4-(6-chlorobenzofuran-2-yl)-2-(1-methyl-1H-pyrrol-2-yl)thiazole ClC1=CC2=C(C=C(O2)C=2N=C(SC2)C=2N(C=CC2)C)C=C1